4-chloro-3-[(2S)-2-(difluoromethyl)-4,4-difluoro-pyrrolidin-1-yl]-1H-indazole ClC1=C2C(=NNC2=CC=C1)N1[C@@H](CC(C1)(F)F)C(F)F